N=1N(N=C2C1C=CC=C2)CC2=CC(C(=C(N2CC)C2=CC(=C(C=C2)Cl)Cl)C(=O)O)=O 6-(benzotriazol-2-ylmethyl)-2-(3,4-dichlorophenyl)-1-ethyl-4-oxo-pyridine-3-carboxylic acid